6-isobutyl-1-(2-methyldibenzo[b,d]furan-4-yl)isoquinoline C(C(C)C)C=1C=C2C=CN=C(C2=CC1)C1=CC(=CC2=C1OC1=C2C=CC=C1)C